3-azabicyclo[3.3.0]octane C12CNCC2CCC1